4-Aminobutylethyldimethoxysilan NCCCC[Si](OC)(OC)CC